FC1=C(OCC(=O)NCCCCNC2=CC3=C(N=NN(C3=O)C3C(NC(CC3)=O)=O)C=C2)C(=CC=C1F)C=1N=C(SC1)N1CCOCC1 2-(2,3-Difluoro-6-(2-morpholinothiazol-4-yl)phenoxy)-N-(4-((3-(2,6-dioxopiperidin-3-yl)-4-oxo-3,4-dihydrobenzo[d][1,2,3]triazin-6-yl)amino)butyl)acetamide